1-(bromomethyl)-2-chloro-4-fluoro-benzene BrCC1=C(C=C(C=C1)F)Cl